C1(CC1)N1C(=NC2=C(C=C(C=C2C1=O)F)C(C)OC1=C(C(=O)OC)C=CC=C1)C1CCOCC1 methyl 2-[1-(3-cyclopropyl-6-fluoro-4-oxo-2-tetrahydropyran-4-yl-quinazolin-8-yl)ethoxy]benzoate